C(CCCCCCC)OCCCCCCCC mono-octyl ether